C(CCC)[SiH]1NCCC1 n-Butyl-azasilacyclopentan